C(C)(C)(C)OC(=O)N1CCC(CC1)(O)C=1SC2=C(N1)C=C(C=C2)Cl.OC2=CC=C(C=C2)C2=COC=C2C2=CC=C(C=C2)O 3,4-bis(4-hydroxyphenyl)furan tert-butyl-4-(5-chloro-1,3-benzothiazol-2-yl)-4-hydroxy-piperidine-1-carboxylate